CARBOXYAMIDE C(=O)(O)[NH-]